CC(C)CCC([C@@H](C)[C@H]1C(C[C@H]2[C@@H]3CC=C4CC(CC([C@]4(C)[C@H]3CC[C@]12C)O)O)O)O cholest-5-ene-1,3,16,22-tetrol